ClC1=NC=C(C2=CC=C(C=C12)OC(C(=O)OC)COC)C1=C(C=CC=C1)C methyl 2-((1-chloro-4-(o-tolyl)isoquinolin-7-yl)oxy)-3-methoxypropanoate